C(C)(=O)N1CCN(CC1)C1=CC=CC=2N(C=NC21)C(=O)NCC2(CC2)CC(C)C 4-(4-Acetylpiperazin-1-yl)-N-((1-iso-butyl-cyclopropyl)methyl)-1H-benzo[d]imidazole-1-carboxamide